4,11-bis(carboxymethyl)-1,4,8,11-tetraaza-bicyclo[6.6.2]hexadecane C(=O)(O)CN1CCN2CCCN(CCN(CCC1)CC2)CC(=O)O